[(tert-Butylphenylcarbazolyl)phenyl]amine C(C)(C)(C)C=1C(=C(C=2NC3=CC=CC=C3C2C1)C1=C(C=CC=C1)N)C1=CC=CC=C1